C12CN(CC(CC1)N2)C2=NC(=NC1=C(C(=CC=C21)Br)F)OC[C@]21CCCN1C[C@@H](C2)F 4-(3,8-diazabicyclo[3.2.1]-octan-3-yl)-7-bromo-8-fluoro-2-(((2R,7aS)-2-fluorotetrahydro-1H-pyrrolizin-7a(5H)-yl)methoxy)-quinazoline